NC(C(C(CC1CCC1)NC(=O)[C@@H]1[C@H]2C([C@H]2CN1C([C@H](C(C)(C)C)NC(C(F)(F)F)=O)=O)(C)C)=O)=O (1R,2S,5S)-N-[3-amino-1-(cyclobutylmethyl)-2,3-dioxo-propyl]-3-[(2S)-3,3-dimethyl-2-[(2,2,2-trifluoroacetyl)amino]butanoyl]-6,6-dimethyl-3-azabicyclo[3.1.0]hexane-2-carboxamide